9-(2-methoxyphenyl)-2-(2-morpholinopyrimidin-5-yl)-6,7,8,9-tetrahydrobenzo[4,5]imidazo[1,2-a]pyridin-9-ol COC1=C(C=CC=C1)C1(CCCC=2N=C3N(C=C(C=C3)C=3C=NC(=NC3)N3CCOCC3)C21)O